FC1=CC=C(C=C1)[C@@H]1N(CCC2=CC=CC=C12)C(=O)NC(CO)C1CCN(CC1)C(=O)OC(C)(C)C tert-butyl 4-(1-((S)-1-(4-fluorophenyl)-1,2,3,4-tetrahydroisoquinoline-2-carboxamido)-2-hydroxyethyl)piperidine-1-carboxylate